3,4,7,17-tetraazatricyclo[12.3.1.02,6]Octadeca-1(18),2(6),4,14,16-pentaen-8-one trifluoroacetate salt FC(C(=O)O)(F)F.C1=2C=3NN=CC3NC(CCCCCC(=CC=N1)C2)=O